(R)-N-(1-(1-isopropylpiperidin-4-yl)ethyl)-5-(4-(trifluoromethyl)phenoxy)-2-naphthamide C(C)(C)N1CCC(CC1)[C@@H](C)NC(=O)C1=CC2=CC=CC(=C2C=C1)OC1=CC=C(C=C1)C(F)(F)F